2-bromo-1-ethyl-1H-imidazole BrC=1N(C=CN1)CC